C(C)(=O)O.C(C)(=O)O.FC1=CC=C(C=C1)C1(CCOC2(CCCC2)C1)CCNCC1=C(C=CC=C1)C1=CC=NC=C1 2-(9-(4-fluorophenyl)-6-oxaspiro[4.5]decan-9-yl)-N-(2-(pyridin-4-yl)benzyl)ethylamine diacetate